OC(=O)C(F)(F)F.ClC=1C(=C(C=CC1)C(CC=C)C(CNC1CC1)N)F [1-(3-chloro-2-fluorophenyl)but-3-enyl]-N'-cyclopropylethane-1,2-diamine TFA salt